(E)-3-(1,3-Benzodioxol-5-yl)-1-[2,4-dihydroxy-6-[(4-methyl-2-oxido-1,2,5-oxadiazol-2-ium-3-yl)methoxy]phenyl]prop-2-en-1-one O1COC2=C1C=CC(=C2)/C=C/C(=O)C2=C(C=C(C=C2OCC2=[N+](ON=C2C)[O-])O)O